1-[(S)-cyclopropyl(4-pyridyl)methyl]-3-[(3R)-4,4-difluorotetrahydrofuran-3-yl]-1-methyl-urea C1(CC1)[C@H](N(C(=O)N[C@@H]1COCC1(F)F)C)C1=CC=NC=C1